ethyl ((2,6-dioxo-4-phenylcyclohexylidene)methyl)-L-alaninate O=C1C(C(CC(C1)C1=CC=CC=C1)=O)=CN[C@@H](C)C(=O)OCC